C1(CCCCC1)C(C1CCCCC1)OC(=O)C1(C(C1)C=C)C(=O)O 2-vinylcyclopropane-1,1-dicarboxylic acid dicyclohexylmethyl ester